N1=CC=C2N1C=CC(=N2)C2=CNC=1N=C(N=CC12)NCC(F)(F)F 5-(pyrazolo[1,5-a]pyrimidin-5-yl)-N-(2,2,2-trifluoroethyl)-7H-pyrrolo[2,3-d]pyrimidin-2-amine